ClC1CC(NC(C1N)Cl)SCCC 4,6-dichloro-2-propylthio-5-aminopiperidine